d-psicose OCC(=O)[C@H](O)[C@H](O)[C@H](O)CO